OCC1=C(SC=C1)CNC(=O)C=1N=CN(C1)C1=NC(=NC=C1C)NC1CCOCC1 N-((3-(hydroxy-methyl)thiophen-2-yl)methyl)-1-(5-methyl-2-((tetrahydro-2H-pyran-4-yl)amino)-pyrimidin-4-yl)-1H-imidazole-4-carboxamide